COC1=C(C(=CC=C1)[Se]C1=CC=CC=C1)C1=C(C=CC=C1)NC(C1=NC=CC=C1)=O N-(2'-methoxy-6'-(phenylselanyl)-[1,1'-biphenyl]-2-yl)picolinamide